2-Ethyl-6,6-dimethylcyclohex-2-enecarboxylic acid ethyl ester C(C)OC(=O)C1C(=CCCC1(C)C)CC